FC=1C=C2C(=CNC2=CC1F)NS(=O)(=O)CC1=CC(=CC=C1)C(F)(F)F N-(5,6-difluoro-1H-indol-3-yl)-1-(3-(trifluoromethyl)phenyl)methanesulfonamide